N-(4-(4-((cyclohexylmethyl)amino)phenyl)-1H-pyrrolo[2,3-b]pyridin-6-yl)cyclopropylcarboxamide C1(CCCCC1)CNC1=CC=C(C=C1)C1=C2C(=NC(=C1)NC(=O)C1CC1)NC=C2